FC1=C(C=CC=C1)C1=CC(=CN1S(=O)(=O)C1=CC2=C(C=C(O2)CCOC)C=C1)CN(C(OC(C)(C)C)=O)C tert-butyl N-{[5-(2-fluorophenyl)-1-{[2-(2-methoxyethyl)-1-benzofuran-6-yl]sulfonyl}-1H-pyrrol-3-yl]methyl}-N-methylcarbamate